2-amino-5-{2-[(1S)-1-cyclopropylethyl]-7-methanesulfonamido-1-oxo-2,3-dihydro-1H-isoindol-5-yl}-N-(1-methyl-1H-1,2,4-triazol-3-yl)pyrazolo[1,5-a]pyrimidine-3-carboxamide NC1=NN2C(N=C(C=C2)C=2C=C3CN(C(C3=C(C2)NS(=O)(=O)C)=O)[C@@H](C)C2CC2)=C1C(=O)NC1=NN(C=N1)C